C1(CCC1)C(=O)NC1CN(C1)S(=O)(=O)N1C[C@H](CCC1)C(=O)N1[C@H](CCC1)C(=O)NCC1=CC=C(C=C1)C(F)(F)F 1-(((3S)-1-((3-((cyclobutylcarbonyl)amino)-1-azetidinyl)sulfonyl)-3-piperidinyl)carbonyl)-N-(4-(trifluoromethyl)benzyl)-D-prolinamide